methyl 2-(4-allylpiperidin-1-yl)-4-bromobenzoate C(C=C)C1CCN(CC1)C1=C(C(=O)OC)C=CC(=C1)Br